2-[3-(5-chloro-2-fluoro-phenyl)-1H-pyrazol-4-yl]-7-[rac-(2R,5R)-2,4,5-trimethylpiperazin-1-yl]-1,5-naphthyridine ClC=1C=CC(=C(C1)C1=NNC=C1C1=NC2=CC(=CN=C2C=C1)N1[C@@H](CN([C@@H](C1)C)C)C)F |r|